methyl-4-((trimethylsilyl)ethynyl)pyridin CC1=NC=CC(=C1)C#C[Si](C)(C)C